ClS(=O)(=O)N1[C@H]2CC(C[C@@H]1CC2)NC(OC(C)(C)C)=O tert-Butyl ((1R,3s,5S)-8-(chlorosulfonyl)-8-azabicyclo[3.2.1]octan-3-yl)carbamate